2-(8-bromo-7-fluoro-2-oxoquinolin-1(2H)-yl)acetic acid BrC=1C(=CC=C2C=CC(N(C12)CC(=O)O)=O)F